3-[3-fluoro-5-isobutyl-2-(2H-tetrazol-5-yl)phenyl]-8-(pyridazin-3-ylmethyl)-3,8-diazabicyclo[3.2.1]octane FC=1C(=C(C=C(C1)CC(C)C)N1CC2CCC(C1)N2CC=2N=NC=CC2)C=2N=NNN2